(1S,2R,4R)-4-((4-(2-hydroxy-4-(trifluoromethyl)phenyl)phthalazin-1-yl)amino)cyclohexane OC1=C(C=CC(=C1)C(F)(F)F)C1=NN=C(C2=CC=CC=C12)NC1CCCCC1